benzyl 3,3-dimethyl-piperazine-1-carboxylate CC1(CN(CCN1)C(=O)OCC1=CC=CC=C1)C